NC(CCN(C([C@@H](F)Cl)=O)NC(=O)[C@H](CC(C)(C)C)NC(=O)C1=NC2=C(N1)C=CC=C2)=O N-[(1S)-1-[[(3-amino-3-oxo-propyl)-[(2S)-2-chloro-2-fluoro-acetyl]amino]carbamoyl]-3,3-dimethyl-butyl]-1H-benzimidazole-2-carboxamide